2-(2,6-dioxopiperidin-3-yl)-5-(2,6-diazaspiro[3.3]heptane-2-yl)isoindoline-1,3-dione O=C1NC(CCC1N1C(C2=CC=C(C=C2C1=O)N1CC2(C1)CNC2)=O)=O